1,3-Dichlorobenzol ClC1=CC(=CC=C1)Cl